C1(CC1)N(C1CCN(CC1)C(=O)OC(C)(C)C)CC1=NOC=C1 tert-Butyl 4-[cyclopropyl(1,2-oxazol-3-ylmethyl)amino]piperidine-1-carboxylate